N1C=C(C=2C1=NC=CC2)C2=CN=C(S2)C=2C=C(C=CC2)[C@]2(C(N(CC2)C)=O)O (R)-3-(3-(5-(1H-Pyrrolo[2,3-b]pyridin-3-yl)thiazol-2-yl)phenyl)-3-hydroxy-1-methylpyrrolidin-2-one